N1CC(C1)C12CC(C1)(C2)CNC2(CC2)C(F)(F)F N-[[3-(azetidin-3-yl)-1-bicyclo[1.1.1]pentanyl]methyl]-1-(trifluoromethyl)cyclopropylamine